(±)-3-[[8-amino-6-(4-methyl-3-pyridyl)-2,7-naphthyridin-3-yl]-tert-butyloxycarbonyl-amino]Pyrrolidine-1-carboxylic acid tert-butyl ester C(C)(C)(C)OC(=O)N1C[C@@H](CC1)N(C(=O)OC(C)(C)C)C=1N=CC2=C(N=C(C=C2C1)C=1C=NC=CC1C)N |r|